O1[C@@H](CC1)CN1C(=NC=2C1=NC(=CC2)C(=O)O)CN2CCC(CC2)C2=CC=CC=1OC(COC12)C1=CC=CC=C1 3-((S)-oxetan-2-ylmethyl)-2-((4-(2-phenyl-2,3-dihydrobenzo[b][1,4]dioxin-5-yl)piperidin-1-yl)methyl)-3H-imidazo[4,5-b]pyridine-5-carboxylic acid